ethyl (S)-4-chloro-5-(4-(difluoromethoxy)-6-((1,1,1-trifluorobutan-2-yl)amino)pyridin-3-yl)-1-ethyl-1H-pyrazole-3-carboxylate ClC=1C(=NN(C1C=1C=NC(=CC1OC(F)F)N[C@H](C(F)(F)F)CC)CC)C(=O)OCC